2-Cyanoethyl N,N,N',N'-tetraisopropylphosphorodiamidite C(C)(C)N(P(OCCC#N)N(C(C)C)C(C)C)C(C)C